ethyl 3-(furan-2-yl)-2-oxopropanoate O1C(=CC=C1)CC(C(=O)OCC)=O